OC12CCC(CC1)CC2 hydroxybicyclo[2.2.2]octane